C[C@@H]1N(C[C@@H]2NCC[C@@H]21)C(=O)OC(C)(C)C |r| rac-tert-Butyl (3aS,4S,6aR)-4-methylhexahydropyrrolo[3,4-b]pyrrole-5(1H)-carboxylate